ClC1=C(C(=CC(=C1)Cl)Cl)Cl 1,2,3,5-tetrachlorobenzene